NC1(CCN(CC1)C=1C2=CN(N=C2C(=CC1)C(=O)NC=1C=C(C=2N(C1)C=C(N2)C)F)C)C 4-(4-amino-4-methylpiperidin-1-yl)-N-{8-fluoro-2-methylimidazo[1,2-a]pyridin-6-yl}-2-methylindazole-7-carboxamide